Para-TertButyl-Cyclohexanone C(C)(C)(C)C1CCC(CC1)=O